sulfanylbenzenesulfonamide SC1=C(C=CC=C1)S(=O)(=O)N